tert-butyl 4-((6-cyano-7-(cis-3-morpholinocyclobutoxy)-2H-indazol-2-yl)(2-(ethoxycarbonyl)cyclopropyl)methyl)-5-methoxy-7-methyl-1H-indole-1-carboxylate C(#N)C=1C=CC2=CN(N=C2C1O[C@@H]1C[C@@H](C1)N1CCOCC1)C(C1=C2C=CN(C2=C(C=C1OC)C)C(=O)OC(C)(C)C)C1C(C1)C(=O)OCC